[I-].[I-].CN1CN(C=C1)C1=CC(=CC=C1)N1CN(C=C1)C 1,3-bis(1-methylimidazol-3-yl)benzene diiodide